C1(CCC1)NC1=NN2C(C=N1)=C(C=C2)C2=CC=1C(=NC=CN1)N=C2 N-cyclobutyl-5-(pyrido[2,3-b]pyrazin-7-yl)pyrrolo[2,1-f][1,2,4]triazin-2-amine